C(C1=CC=CC=C1)N1C(COC(C1)C1=NC=C(C=C1)F)=O 4-Benzyl-6-(5-fluoro-2-pyridinyl)morpholin-3-one